CN(C=1C(=NC=CN1)S(=O)(=O)Cl)C 3-(dimethylamino)pyrazine-2-sulfonyl chloride